rel-2-((3R,4R)-4-(((6-(ethyl(4-(trifluoromethyl)benzyl)amino)-5-fluoropyrimidin-4-yl)amino)methyl)-3-hydroxypiperidin-1-yl)-2-methylpropanamide C(C)N(C1=C(C(=NC=N1)NC[C@@H]1[C@H](CN(CC1)C(C(=O)N)(C)C)O)F)CC1=CC=C(C=C1)C(F)(F)F |o1:11,12|